FC1=C(C=CC(=C1)C(C(F)(F)F)(F)F)C(C)=O 1-[2-fluoro-4-(1,1,2,2,2-pentafluoroethyl)phenyl]ethanone